C[C@@H](CC(C=C=C)O)CCC=C(C)C (6R)-6,10-dimethylundeca-1,2,9-trien-4-ol